O1C(=CC=C1)C1=NN2C(N=C(N=C2N)N2CC(CCC2)CN2CCN(CC2)C2=CC(=NC=C2)C(F)(F)F)=N1 2-(furan-2-yl)-5-(3-((4-(2-(trifluoromethyl)pyridin-4-yl)piperazin-1-yl)methyl)piperidine-1-yl)-[1,2,4]triazolo[1,5-a][1,3,5]triazine-7-amine